C(C1CO1)OCCC[Si](OC)(OC)OC (3-Glycidoxypropyl)trimethoxysilan